C(CCCCCCCCCCC)C1=C(C2=CC=CC=C2C=C1)S(=O)(=O)O lauryl-naphthalenesulfonic acid